2-(tert-butoxycarbonylamino)-3-nitrobenzoic acid methyl ester COC(C1=C(C(=CC=C1)[N+](=O)[O-])NC(=O)OC(C)(C)C)=O